N4,6-dimethyl-N2-[rel-(4S)-7-fluoro-4-methyl-8-(1-methyl-2,3,4,7-tetrahydroazepin-5-yl)chroman-6-yl]pyrimidine-2,4-diamine CNC1=NC(=NC(=C1)C)NC=1C=C2[C@H](CCOC2=C(C1F)C=1CCCN(CC1)C)C |o1:13|